COC1=CC=C(C=C1)N(C([C@H](CC1=CC=CC=C1)NC(CNS(=O)(=O)C1=CC=C(C=C1)[N+](=O)[O-])=O)=O)C (S)-N-(4-methoxyphenyl)-N-methyl-2-(2-((4-nitrophenyl)sulfonamido)acetamido)-3-phenylpropanamide